COC(=O)C1=CC(=NC2=CC(=C(C=C12)Br)F)Cl 6-bromo-2-chloro-7-fluoroquinoline-4-carboxylic acid methyl ester